5-amino-6-[5-(methoxymethoxy)-2-methyl-phenyl]-2-phenyl-pyrimidine-4-carboxamide NC=1C(=NC(=NC1C1=C(C=CC(=C1)OCOC)C)C1=CC=CC=C1)C(=O)N